Ethyl 1-amino-5-bromo-4-fluoro-2,3-dihydro-1H-indene-1-carboxylate NC1(CCC2=C(C(=CC=C12)Br)F)C(=O)OCC